Tert-Butyl N-[[1-[3-(4,4,5,5-Tetramethyl-1,3,2-Dioxaborolan-2-Yl)Phenyl]Sulfonylazetidin-3-Yl]Methyl]Carbamate CC1(OB(OC1(C)C)C=1C=C(C=CC1)S(=O)(=O)N1CC(C1)CNC(OC(C)(C)C)=O)C